ClC=1N=C(C=2OCCNC2N1)N1C[C@@H](CC1)N(C(OC(C)(C)C)=O)C tert-butyl (R)-(1-(2-chloro-7,8-dihydro-6H-pyrimido[5,4-b][1,4]oxazin-4-yl)pyrrolidin-3-yl)(methyl)carbamate